3-(3,5-Dimethoxybenzyl)-8-(4-fluoro-2-methylphenyl)-6-((2-imino-3-methyl-2,3-dihydro-1H-imidazol-1-yl)methyl)quinazolin-4(3H)-one COC=1C=C(CN2C=NC3=C(C=C(C=C3C2=O)CN2C(N(C=C2)C)=N)C2=C(C=C(C=C2)F)C)C=C(C1)OC